C12(CC3CC(CC(C1)C3)C2)C=2C=C(C=CC2O)C=2C=C3C(=CC(=CC3=CC2)C(=O)O)O 6-(3-(adamantan-1-yl)-4-hydroxyphenyl)-4-hydroxy-2-naphthoic acid